BrC1=CC2=C(NC(N2)=O)C=C1 5-bromo-1,3-dihydrobenzimidazol-2-one